N[C@H]1CCCC[C@@H]2N(C1=O)[C@@H](CC2)C(=O)N2CC(C2)(C2=NC=CC=C2)NC(CCC)=O N-(1-((3S,6S,10aS)-6-amino-5-oxodecahydropyrrolo[1,2-a]azocine-3-carbonyl)-3-(pyridin-2-yl)azetidin-3-yl)butyramide